2-(6-bromo-4-hydroxy-1-oxophthalazin-2(1H)-yl)acetic acid BrC=1C=C2C(=NN(C(C2=CC1)=O)CC(=O)O)O